FC1=C(C=C(C=C1)NN)OC (4-fluoro-3-methoxy-phenyl)hydrazine